1-(5-Isopropyl-3-methoxypyridin-2-yl)piperazine C(C)(C)C=1C=C(C(=NC1)N1CCNCC1)OC